C(#N)C1(CCCCC1)CC#N 1-cyanocyclohexaneacetonitrile